C1(CC1)C1=CC=2C(=NC(=CC2)C(F)(F)F)N1C=1C=C2CCNC2=CC1 5-[2-Cyclopropyl-6-(trifluoromethyl)pyrrolo[2,3-b]pyridin-1-yl]indolin